Ethyl 2-((4-chlorophenethyl)amino)pyrimidine-5-carboxylate ClC1=CC=C(CCNC2=NC=C(C=N2)C(=O)OCC)C=C1